Aluminum tert-butyl benzoate C(C1=CC=CC=C1)(=O)OC(C)(C)C.[Al]